benzenoxyacetyl chloride C1(=CC=CC=C1)OCC(=O)Cl